1-chloro-3-(2-methyl-5-nitroimidazol-1-yl)-2-propanol ClCC(CN1C(=NC=C1[N+](=O)[O-])C)O